potassium ethylparaben Potassium [K].C(C)OC(=O)C1=CC=C(O)C=C1.[K]